N1=C(C=CC=C1)[C@H](C)N1C(C=C(C=C1)C1=NN(C=2C1=NC=CC2)C2=CC=C(C=C2)OC(F)(F)F)=O (S)-1-(1-(pyridin-2-yl)ethyl)-4-(1-(4-(trifluoromethoxy)phenyl)-1H-pyrazolo[4,3-b]pyridin-3-yl)pyridin-2(1H)-one